[1-(2-Chlorophenyl)-5-(3-cyclobutoxyphenyl)-1H-pyrazol-3-yl]methanol ClC1=C(C=CC=C1)N1N=C(C=C1C1=CC(=CC=C1)OC1CCC1)CO